C1(=CC=C(C=C1)C1=NC(=CC(=N1)C1=CC=C(C=N1)C=1C=C(C=CC1)C1=NC(=NC(=N1)C1=CC=CC=C1)C1=CC=CC=C1)C1=CC=CC=C1)C1=CC=CC=C1 2-(3-(6-(2-([1,1'-biphenyl]-4-yl)-6-phenylpyrimidin-4-yl)pyridin-3-yl)phenyl)-4,6-diphenyl-1,3,5-triazine